5-(cyclopropylmethyl)-2-methylbenzofuran-3-carboxylic acid C1(CC1)CC=1C=CC2=C(C(=C(O2)C)C(=O)O)C1